FC(CCOCCCF)(F)F (3-fluoro-n-propyl) (3,3,3-trifluoro-n-propyl) ether